C(C)(C)(C)N1N=CC(=C1)NC(CC1=CC(=C(C=C1)OC1=CC=NC2=CC=C(C=C12)S(=O)(=O)C)C(F)F)=O N-(1-(tert-butyl)-1H-pyrazol-4-yl)-2-(3-(difluoromethyl)-4-((6-(methylsulfonyl)quinolin-4-yl)oxy)phenyl)acetamide